C(C(O)CC(=O)[O-])(=O)OOC(C)(C)C t-butyl monoperoxy-malate